ClC=1C=C2C(=C(NC2=CC1)C)C1CCNCC1 5-Chloro-2-methyl-3-(piperidin-4-yl)-1H-indole